benzyl (S)-2-(((S)-1-(4-methoxyphenyl)-2-((2-methylthiazol-5-yl)amino)-2-oxoethyl)carbamoyl)pyrrolidine-1-carboxylate COC1=CC=C(C=C1)[C@@H](C(=O)NC1=CN=C(S1)C)NC(=O)[C@H]1N(CCC1)C(=O)OCC1=CC=CC=C1